ClC1=C(C(=O)N(C)C)C=CC(=C1)C=1C=NC(=C(C1)C#N)N1CCN(CC1)C(C(C)(C1=CC=CC=C1)C)=O 2-chloro-4-(5-cyano-6-(4-(2-methyl-2-phenylpropionyl)piperazin-1-yl)pyridin-3-yl)-N,N-dimethylbenzamide